diazabicyclo[4.2.0]octan N12NCCCC2CC1